CC(=COCCCCCCCCCCCC)CCC 1-((2-Methylpent-1-en-1-yl)oxy)dodecane